5-(5-cyclopropyl-hexahydropyrrolo[3,4-c]pyrrol-2(1H)-yl)-N-(8-fluoro-2-methylimidazo[1,2-a]pyridin-6-yl)pyrazine-2-carboxamide C1(CC1)N1CC2C(C1)CN(C2)C=2N=CC(=NC2)C(=O)NC=2C=C(C=1N(C2)C=C(N1)C)F